ClC=1C=C(C(=NC1)OC)S(=O)(=O)NC1=C(C(=C(C=C1)F)C=1C=CC=2N(C1)C=NC2C=2N(N=NC2)C2OCCCC2)F 5-chloro-N-(2,4-difluoro-3-[1-[3-(oxan-2-yl)-1,2,3-triazol-4-yl]imidazo[1,5-a]pyridin-6-yl]phenyl)-2-methoxypyridine-3-sulfonamide